[N+](=O)([O-])C=1C=C2C=CN(C2=CC1)CCC1=NC=CN=C1 5-nitro-1-[2-(pyrazin-2-yl)ethyl]indole